methyl 2-(3,6-dihydro-2H-pyran-2-yl)acetate O1C(CC=CC1)CC(=O)OC